COC1=CC=C(C=C1)C1=CC(=NC(N1)=O)C1=CC=C(C=C1)CN1CCN(CC1)C1=CC=C(C=C1)[N+](=O)[O-] 6-(4-methoxyphenyl)-4-(4-{[4-(4-nitrophenyl)piperazin-1-yl]methyl}phenyl)-1,2-dihydropyrimidin-2-one